6-phenylimidazo[1,5-a]pyridin-5-amine C1(=CC=CC=C1)C=1C=CC=2N(C1N)C=NC2